B1(OC(C(O1)(C)C)(C)C)C2=CC(=CC=C2)CN3CCOCC3 3-(4-Morpholinomethyl)phenylboronic acid pinacol ester